O(C1=CC=CC=C1)CC(CC(C(=O)O)=C)O.C(C=C)(=O)OCC(COC1=CC=CC=C1)O 3-phenoxy-2-hydroxypropyl acrylate (3-phenoxy-2-hydroxypropyl acrylate)